C(C)(C)(C)OC(=O)NCCC1=CC(=CC=2C3=CC(=CC=C3N(C12)S(=O)(=O)C1=CC=C(C)C=C1)Cl)NC=1C=NN(C1)C(=O)OC(C)(C)C tert-Butyl 4-((1-(2-((tert-butoxycarbonyl)amino)ethyl)-6-chloro-9-tosyl-9H-carbazol-3-yl)amino)-1H-pyrazole-1-carboxylate